CN(C)CC=1C=C2[C@@H](N(C(C2=CC1)=O)CC1=CC2=C(NC(O2)=O)C=C1)C |o1:7| rel-(S)-6-((5-((dimethylamino)methyl)-3-methyl-1-oxoisoindolin-2-yl)methyl)benzo[d]oxazol-2(3H)-one